2-(2-((5-bromo-2-methylbenzo[1,2-b:3,4-b']Difuran-3-yl)methoxy)phenyl)acetic acid ethyl ester C(C)OC(CC1=C(C=CC=C1)OCC=1C2=C(OC1C)C1=C(OC=C1)C(=C2)Br)=O